8-bromo-7-fluoro-1,2,3,4-tetrahydrocyclopenta[b]indole-5-carbonitrile BrC1=C2C3=C(NC2=C(C=C1F)C#N)CCC3